FC1=CC=C(C=C1)CC(C=O)S(=O)(=O)C1=CC=C(C)C=C1 3-(4-fluorophenyl)-2-(p-toluenesulfonyl)propanal